7-Bromo-1-methyl-4-{4-methyl-4-[6-(trifluoromethoxy)-1,3-benzoxazol-2-yl]piperidin-1-yl}-2-oxo-1,2-dihydro-quinoline-3-carbonitrile BrC1=CC=C2C(=C(C(N(C2=C1)C)=O)C#N)N1CCC(CC1)(C=1OC2=C(N1)C=CC(=C2)OC(F)(F)F)C